6-(4-Amino-4-(2-chlorophenyl)piperidin-1-yl)-3-bromo-1H-pyrazolo[3,4-d]pyrimidine-4-carbonitrile NC1(CCN(CC1)C1=NC(=C2C(=N1)NN=C2Br)C#N)C2=C(C=CC=C2)Cl